ethyl N,N-diisooctylaminoacetate C(CCCCC(C)C)N(CCCCCC(C)C)CC(=O)OCC